2,3-dihydro-1-methyl-1H-isoindole hydrochloride Cl.CC1NCC2=CC=CC=C12